3-acryloxypropyl-tris(methoxyethoxy)silane C(C=C)(=O)OCCC[Si](OCCOC)(OCCOC)OCCOC